4-(tert-amyl)-cyclohexanone C(C)(C)(CC)C1CCC(CC1)=O